1-bromomethyl-3-methylsulfonylbenzene BrCC1=CC(=CC=C1)S(=O)(=O)C